4-nitrophenyl 5-{[bis({1-[(propoxycarbonyl) oxy] ethoxy}) phosphoryl] difluoromethyl}-1-benzothiophene-2-carboxylate C(CC)OC(=O)OC(C)OP(=O)(OC(C)OC(=O)OCCC)C(C=1C=CC2=C(C=C(S2)C(=O)OC2=CC=C(C=C2)[N+](=O)[O-])C1)(F)F